2,2',2'',2'''-((2S)-2-[4-(2-ethoxyethoxy)benzyl]-1,4,7,10-tetraazacyclododecane-1,4,7,10-tetrayl)tetraacetic acid C(C)OCCOC1=CC=C(C[C@@H]2N(CCN(CCN(CCN(C2)CC(=O)O)CC(=O)O)CC(=O)O)CC(=O)O)C=C1